N4,N4'-bis(dibenzo[b,d]thiophen-2-yl)-N4,N4'-bis(4'-methyl-[1,1'-biphenyl]-4-yl)-[1,1'-biphenyl]-4,4'-diamine C1=C(C=CC=2SC3=C(C21)C=CC=C3)N(C3=CC=C(C=C3)C3=CC=C(C=C3)N(C3=CC=C(C=C3)C3=CC=C(C=C3)C)C3=CC2=C(SC1=C2C=CC=C1)C=C3)C3=CC=C(C=C3)C3=CC=C(C=C3)C